FC1=C(OC=2C=C(C(=O)NCC(=O)OC(C)(C)C)C=CC2)C=CC(=C1)F tert-butyl 2-[[3-(2,4-difluorophenoxy)benzoyl]amino]acetate